Ethyl 2-(4'-fluorobiphenyl-4-yl)-2-oxoacetate FC1=CC=C(C=C1)C1=CC=C(C=C1)C(C(=O)OCC)=O